Cl.Cl.CNC1=CC=C(C=C1)NC N,N'-dimethyl-p-phenylenediamine dihydrochloride